C1(CC1)N1C(C(=CC(=C1)C=C)C(=O)O)=O 1-Cyclopropyl-2-oxo-5-vinyl-1,2-dihydropyridine-3-carboxylic acid